(R)-10-((4-chloro-2-oxopyridin-1(2H)-yl)methyl)-7-azaspiro[4.5]Decane-7-carboxylic acid tert-butyl ester C(C)(C)(C)OC(=O)N1CC2(CCCC2)[C@@H](CC1)CN1C(C=C(C=C1)Cl)=O